(S)-l-1-(3-chloro-4-fluorophenyl)-3-methoxy-10-(trifluoromethyl)-3,4-dihydro-2H,6H-[1,4]thiazepino[2,3,4-ij]quinazoline-6,8(7H)-dione ClC=1C=C(C=CC1F)S1C[C@H](CN2C(NC(C3=CC(=CC1=C23)C(F)(F)F)=O)=O)OC